7-Cyclopropyl-4-(methylamino)-1-(pyrimidin-5-yl)quinazolin-2(1H)-one C1(CC1)C1=CC=C2C(=NC(N(C2=C1)C=1C=NC=NC1)=O)NC